tert-Butyl-(E)-2-((3-(7-(dimethylamino)-2-((dimethylcarbamoyl)oxy)-7-oxohept-5-enamido-3,3-d2)-2-oxopyridin-1(2H)-yl)methyl)-5-fluoro-1H-indol-1-carboxylat C(C)(C)(C)OC(=O)N1C(=CC2=CC(=CC=C12)F)CN1C(C(=CC=C1)NC(C(C(C\C=C\C(=O)N(C)C)([2H])[2H])OC(N(C)C)=O)=O)=O